C12OCC(CC1)(CC2)CO[C@@H]([C@H](NC(=O)OCC2=CC=C(C=C2)[N+](=O)[O-])C(=O)N2CCC(CC2)C2=C(C(=O)OC)C=CC=C2)C methyl 2-(1-(O-((2-oxabicyclo[2.2.2]octan-4-yl)methyl)-N-(((4-nitrobenzyl)oxy)carbonyl)-L-threonyl)piperidin-4-yl)benzoate